N-methyl-4-(2-{[(3S)-piperidin-3-yl]amino}-5-(trifluoromethyl)pyrimidin-4-yl)-N-(1,3-thiazol-2-yl)-1H-pyrrol-2-carboxamide CN(C(=O)C=1NC=C(C1)C1=NC(=NC=C1C(F)(F)F)N[C@@H]1CNCCC1)C=1SC=CN1